methyl 5-amino-7-bromo-4-oxo-3,4-dihydrophthalazine-1-carboxylate NC1=C2C(NN=C(C2=CC(=C1)Br)C(=O)OC)=O